4-chloro-7-(2,5-difluorobenzyl)-7H-pyrrolo[2,3-d]pyrimidine ClC=1C2=C(N=CN1)N(C=C2)CC2=C(C=CC(=C2)F)F